2-carbamoyl-4-((2R,3S,4R,5S)-3-(3,4-difluoro-2-methoxyphenyl)-4,5-dimethyl-5-(trifluoromethyl)tetrahydrofuran-2-carboxamido)pyridine 1-oxide C(N)(=O)C1=[N+](C=CC(=C1)NC(=O)[C@@H]1O[C@@]([C@@H]([C@H]1C1=C(C(=C(C=C1)F)F)OC)C)(C(F)(F)F)C)[O-]